3-(2-fluoro-4-(2-hydroxyethyl)phenyl)piperidine-2,6-dione FC1=C(C=CC(=C1)CCO)C1C(NC(CC1)=O)=O